C(C)OC(CC=1N=C(OC1)C)=O 2-(2-Methyloxazol-4-yl)acetic acid ethyl ester